6-[6-(1-methylpyrazol-4-yl)imidazo[1,2-a]pyrazin-3-yl]-N-[(3R)-3-piperidyl]pyridin-2-amine CN1N=CC(=C1)C=1N=CC=2N(C1)C(=CN2)C2=CC=CC(=N2)N[C@H]2CNCCC2